C1NC(CC=2C3=CC=CC=C3NC12)C(=O)O (E)-1,2,3,4-tetrahydro-beta-carboline-3-carboxylic acid